CS(=O)(=O)OC[C@@H]1[C@H](N(C(C1)=O)C1=NC(=CC(=C1)C(F)(F)F)C)C(N(C)C1=C(C(=CC=C1)Cl)NC(=O)OC(C)(C)C)=O ((2S,3S)-2-((2-((tert-butoxycarbonyl)amino)-3-chlorophenyl)(methyl)carbamoyl)-1-(6-methyl-4-(trifluoromethyl)pyridin-2-yl)-5-oxopyrrolidin-3-yl)methyl methanesulfonate